FC(C(=O)OCC)(C(=O)OCC)CCCCC=C diethyl 2-fluoro-2-(hex-5-en-1-yl)malonate